4-(8-fluoro-6-(3-fluoro-4-methoxyphenyl)-4-oxo-3,4-dihydroquinazolin-2-yl)piperidine-1-carboxylic acid tert-butyl ester C(C)(C)(C)OC(=O)N1CCC(CC1)C1=NC2=C(C=C(C=C2C(N1)=O)C1=CC(=C(C=C1)OC)F)F